C(C)(C)(C)OC([C@@H](NC(=O)OCC1=CC=CC=C1)CCCCN)=O Benzyloxycarbonyl-L-lysine-t-butyl ester